CC1(CCC(CC1)=C(C)C)SCC(=O)OC methyl 2-((1-methyl-4-(propan-2-ylidene)cyclohexyl)thio)acetate